[Si](C)(C)(C(C)(C)C)OC1CCC2=CC=CC(=C12)C(C)C=1N=CN(C1)C(C1=CC=CC=C1)(C1=CC=CC=C1)C1=CC=CC=C1 4-(1-{3-[(tert-butyldimethylsilyl)oxy]-2,3-dihydro-1H-inden-4-yl}ethyl)-1-(triphenylmethyl)imidazole